ethyl 1-(ethoxycarbonyl)-4-oxocyclohexane-1-carboxylate C(C)OC(=O)C1(CCC(CC1)=O)C(=O)OCC